C(C)OC(\C=C\C)=O Ethylcrotonate